benzyl (((1S,6R,7S)-3-(7-bromo-5-(N,N-dimethylsulfamoyl)-5H-pyrrolo[2,3-b]pyrazin-3-yl)-7-(5-methylisoxazol-3-yl)-3-azabicyclo[4.1.0]heptan-7-yl)methyl)carbamate BrC1=CN(C2=NC(=CN=C21)N2C[C@@H]1[C@]([C@@H]1CC2)(C2=NOC(=C2)C)CNC(OCC2=CC=CC=C2)=O)S(N(C)C)(=O)=O